ClC=1C=C(C=CC1)C1C2(C3=CC=CC=C3C1)CCC1(CC2)OCCO1 2''-(3-chlorophenyl)-2'',3''-dihydrodispiro[[1,3]dioxolane-2,1'-cyclohexane-4',1''-indene]